3-(2,2-difluoro-2a-hydroxy-4-methylene-2,2a,3,4-tetrahydro-1H-cyclopenta[cd]inden-6-yl)-5-fluorobenzonitrile FC1(CC=2C=C(C=C3C2C1(CC3=C)O)C=3C=C(C#N)C=C(C3)F)F